(-)-eugenol C=1(C(O)=CC=C(CC=C)C1)OC